NC1=C(C=C(C=C1Br)Cl)O 2-amino-3-bromo-5-chlorophenol